tert-Butyl (2-(4-(N-phenylacetamido)piperidin-1-yl)ethyl)carbamate C1(=CC=CC=C1)N(C(C)=O)C1CCN(CC1)CCNC(OC(C)(C)C)=O